C1=CC=C2C=C(C=CC2=C1)NC(=O)CC[C@@H](C(=O)O)N The molecule is an L-glutamine derivative that is the amide obtained by formal condensation of the gamma-carboxy group of L-glutamic acid with the amino group of 2-naphthylamine. It has a role as a chromogenic compound. It is a N-(2-naphthyl)carboxamide, an amino acid amide and a L-glutamine derivative. It is a conjugate acid of a N-(gamma-L-glutamyl)-2-naphthylamine(1-).